methyl 2-((2-oxopyridin-1(2H)yl)methyl)benzoate O=C1N(C=CC=C1)CC1=C(C(=O)OC)C=CC=C1